CC(CN)C(=O)O DL-β-aminoisobutyric acid